tert-Butyl (4-iodo-3-{[(3R)-3-methyl-3,4-dihydroisoquinolin-2(1H)-yl]carbonyl}-benzyl)carbamate IC1=C(C=C(CNC(OC(C)(C)C)=O)C=C1)C(=O)N1CC2=CC=CC=C2C[C@H]1C